dideoxycurcumin COC1=CC(=CC=C1)\C=C\C(=O)CC(=O)\C=C\C1=CC=CC(OC)=C1